CC1=NC=C(C(=N1)C1=CC=C(OCC2=NC3=CC=CC=C3C=C2)C=C1)C1=CC=NC=C1 2-[4-(2-methyl-5-pyridin-4-yl-pyrimidin-4-yl)-phenoxymethyl]-quinoline